NC=1C=C(C=C(C1)C(F)(F)F)[C@@H](C)NC1=NC(=NC2=CC(=C(C=C12)OC)C(=O)N1CCOCC1)C (R)-(4-((1-(3-amino-5-(trifluoromethyl)phenyl)ethyl)amino)-6-methoxy-2-methylquinazolin-7-yl)(morpholino)methaneOn